ClC1=C2C=C(NC2=CC(=C1)Cl)C(=O)N1C(C2C(C1)CCC2)C(=O)O 2-(4,6-dichloro-1H-indole-2-carbonyl)octahydrocyclopenta[c]pyrrole-1-carboxylic acid